OC(CCCCCCCC(=O)OC(CO)CO)CCCCCCCCC 1,3-dihydroxypropan-2-yl 9-hydroxyoctadecanoate